((tert-butoxycarbonyl)amino)-1-(5-((2,3-dichlorophenyl)thio)-6-methylpyrazin-2-yl)piperidine-4-carboxylic acid C(C)(C)(C)OC(=O)NC1N(CCC(C1)C(=O)O)C1=NC(=C(N=C1)SC1=C(C(=CC=C1)Cl)Cl)C